2,3,5-Trimethylhexane CC(C)C(CC(C)C)C